5-amino-4-chloro-2-phenyl-3(2H)-pyridazinone NC1=C(C(N(N=C1)C1=CC=CC=C1)=O)Cl